CN1C=C(C=C(C1=O)C)C1=CC(=C(C(=C1)OC)CN1CC(C1)C(=O)O)OC 1-[[4-(1,5-dimethyl-6-oxo-1,6-dihydropyridin-3-yl)-2,6-dimethoxyphenyl]methyl]azetidine-3-carboxylic acid